Rac-(2R)-2,4,8-trimethyl-1-[2-methyl-4-(4-methylimidazol-1-yl)phenyl]sulfonyl-2,3-dihydroquinoxaline C[C@H]1N(C2=C(C=CC=C2N(C1)C)C)S(=O)(=O)C1=C(C=C(C=C1)N1C=NC(=C1)C)C |r|